dipropylene glycol benzoate pelargonate C(CCCCCCCC)(=O)OCC(OCC(C)OC(C1=CC=CC=C1)=O)C